trans-2,3-Dichloro-1,2,3,4-tetrahydronaphthalene Cl[C@@H]1CC2=CC=CC=C2C[C@H]1Cl